[Cl-].[Cl-].C(C)(C)(C)C1=CC=C(C=C1)C(=[Zr+2](C1=C(C(=CC=2C3=CC(=C(C=C3CC12)C)C(C)(C)C)C(C)(C)C)C)C1C=CC=C1)C1=CC=C(C=C1)C(C)(C)C Bis(p-tert-butylphenyl)methylene(cyclopentadienyl)(2,7-dimethyl-3,6-di-tert-butylfluorenyl)zirconium dichloride